N1-(2-(dimethylamino)ethyl)-N4-(4-(7-methoxy-1H-indol-3-yl)pyrimidin-2-yl)-N1-methylbenzene-1,2,4-triamine CN(CCN(C=1C(=CC(=CC1)NC1=NC=CC(=N1)C1=CNC2=C(C=CC=C12)OC)N)C)C